ClC(C(Cl)(Cl)Cl)(Cl)Cl perchloroethane